3-(1-benzyl-1H-benzo[d]imidazol-6-yl)-3-oxopropanenitrile C(C1=CC=CC=C1)N1C=NC2=C1C=C(C=C2)C(CC#N)=O